p-menthadienol CC1=CC(=C(CC1)C(C)C)O